C1(CC1)N(C(CCNC=1C=C(OC(C(=O)OC(C)(C)C)(C)C)C=CC1)=O)CC1=CC=C(C=C1)C1=CC=NC=C1 tert-butyl 2-(3-((3-(cyclopropyl (4-(pyridin-4-yl) benzyl) amino)-3-oxopropyl) amino) phenoxy)-2-methylpropionate